ClC=1C=C(C=CC1)N1N=CC(=C1)S(=O)(=O)C1=CC=C(C=C1)CNC(=O)C1=CC=2C(=CN=CC2)O1 N-({4-[1-(3-chlorophenyl)-1H-pyrazole-4-sulfonyl]phenyl}methyl)furo[2,3-c]pyridine-2-carboxamide